N1CC2(CC1)C(NC1=CC=CC=C12)=O spiro[indoline-3,3'-pyrrolidin]-2-one